2-(2-ethoxyethyl)-1,1,1-trifluoroethane C(C)OCCCC(F)(F)F